(2S)-2-[[(tert-butoxy)carbonyl](methyl)amino]-4-fluoro-4-methylpentanoic acid C(C)(C)(C)OC(=O)N([C@H](C(=O)O)CC(C)(C)F)C